N(C1=CC=CC=C1)C1=C(NC2=C1C(N(C=C2CC(F)(F)F)C)=O)C2=CC(=NC=C2)NC([C@H](CC(F)F)C2=CC=C(C=C2)F)=O (2R)-N-{4-[3-anilino-5-methyl-4-oxo-7-(2,2,2-trifluoroethyl)-4,5-dihydro-1H-pyrrolo[3,2-c]pyridin-2-yl]pyridin-2-yl}-4,4-difluoro-2-(4-fluorophenyl)butanamide